4,4'-((4-(ethyl(methyl)carbamoyl)pyridine-2,6-diyl)bis(1H-1,2,3-triazole-4,1-diyl))bis(2-hydroxybenzoic acid) C(C)N(C(=O)C1=CC(=NC(=C1)C=1N=NN(C1)C1=CC(=C(C(=O)O)C=C1)O)C=1N=NN(C1)C1=CC(=C(C(=O)O)C=C1)O)C